FC(C1=C(C=CC(=C1)C(F)(F)F)N1N=CC(=C1)NC(\C=C\C=1OC=CC1)=O)(F)F (E)-N-(1-(2,4-bis(trifluoromethyl)phenyl)-1H-pyrazol-4-yl)-3-(furan-2-yl)acrylamide